C(COCCO)OCCO [1,2-ethanediylbis(oxy)]bisethanol